NCCC1=CN=C2N1C=C(C=C2)C2=C(OCCN1N(C(=CC1C(=O)NC)C)C)C=C(C=C2)Cl 2-{2-[3-(2-aminoethyl)imidazo[1,2-a]pyridin-6-yl]-5-chlorophenoxylethyl}-N,1,5-trimethyl-1H-pyrazole-3-carboxamide